[Si](C1=CC=CC=C1)(C1=CC=CC=C1)(C(C)(C)C)OC[C@@H]1C[C@H](C(O1)=O)C (3R,5S)-5-(((tert-butyldiphenylsilyl)oxy)methyl)-3-methyldihydrofuran-2(3H)-one